(S)-4-(2-((3-aminopyrrolidin-1-yl)methyl)-5-(bicyclo[4.2.0]oct-1,3,5-trien-3-yl)-1-methyl-1H-pyrrolo[2,3-c]pyridin-4-yl)-2-fluorobenzonitrile N[C@@H]1CN(CC1)CC1=CC=2C(=CN=C(C2C2=CC(=C(C#N)C=C2)F)C=2C=C3CCC3=CC2)N1C